(S)-tert-butyl 2-((S)-2,2-dimethylcyclopropanecarbonyl)-2,6-diazaspiro[3.4]octane-8-carboxylate CC1([C@H](C1)C(=O)N1CC2(C1)CNC[C@H]2C(=O)OC(C)(C)C)C